5-methoxyindole COC=1C=C2C=CNC2=CC1